5-(4-(3-cyclohexylprop-1-yn-1-yl)phenyl)-1,3,4-oxadiazol-2(3H)-thione C1(CCCCC1)CC#CC1=CC=C(C=C1)C1=NNC(O1)=S